C(C)C=1C=C(OCC(=O)O)C=C(C1CC1=C(C(=C(C=C1)O)C(C)C)F)C 2-(3-ethyl-4-(2-fluoro-4-hydroxy-3-isopropylbenzyl)-5-methylphenoxy)acetic acid